OCCSSC[C@H](N)C(=O)O S-(2-hydroxyethylthio)cysteine